C1=CC=CC=2C3=CC=CC=C3C(C12)COC(=O)N1[C@H](C[C@H](C1)N=[N+]=[N-])C(=O)O (2R,4R)-1-(((9H-fluoren-9-yl)methoxy)carbonyl)-4-azidopyrrolidine-2-carboxylic acid